(R*)-((S*)-5,5-dimethylpyrrolidin-2-yl)(3-(trifluoromethyl)phenyl)methanol CC1(CC[C@H](N1)[C@H](O)C1=CC(=CC=C1)C(F)(F)F)C |o1:4,6|